C(C)OCCNC(=O)C1=CC2=C(N(C(=N2)NC=2SC3=C(N2)C=CC(=C3)OC(F)(F)F)C)C=C1 1-Methyl-2-(6-trifluoromethoxy-benzothiazol-2-ylamino)-1H-benzoimidazole-5-carboxylic acid (2-ethoxy-ethyl)-amide